BrC=1C=NC=C(C1)[N+](=O)[O-] 3-bromo-5-nitro-pyridine